C(\C(\C)=C\C(=O)[O-])(=O)OCCCCCCC(C)C isononyl mesaconate